(2S)-2-(diethylcarbamoylamino)-4-[2-(2-methylpyrimidin-4-yl)oxyethyl-[4-(5,6,7,8-tetrahydro-1,8-naphthyridin-2-yl)butyl]amino]butanoic acid C(C)N(C(=O)N[C@H](C(=O)O)CCN(CCCCC1=NC=2NCCCC2C=C1)CCOC1=NC(=NC=C1)C)CC